ClC1=C(C=C2C(=C(N(C2=C1F)C)C1=NNC(=N1)C(COC)F)C=1C=NNC1)OC 6-chloro-7-fluoro-2-(5-(1-fluoro-2-methoxyethyl)-1H-1,2,4-triazol-3-yl)-5-methoxy-1-methyl-3-(1H-pyrazol-4-yl)-1H-indole